C(C)(C)(C)C1(N(CCOC1)C(=O)O)C1=C(C=C(C=C1)Br)C(F)(F)F.NC=1N=C(C2=C(N1)NC=C2)OC2=CC=C(C=C2)NC(=O)N[C@H](CC2=CC=CC=C2)C(=O)O ((4-((2-amino-7H-pyrrolo[2,3-d]pyrimidin-4-yl)oxy)phenyl)carbamoyl)-D-phenylalanine tert-butyl-3-(4-bromo-2-(trifluoromethyl)phenyl)morpholine-4-carboxylate